15-[4-(3-{4-amino-2-butyl-1-[3-hydroxy-2-(hydroxymethyl)-2-methylpropyl]-1H-imidazo[4,5-c]quinolin-7-yl}propyl)piperazin-1-yl]-3,6,9,12-tetraoxapentadecan NC1=NC=2C=C(C=CC2C2=C1N=C(N2CC(CO)(C)CO)CCCC)CCCN2CCN(CC2)CCCOCCOCCOCCOCC